(R)-3-(1-amino-8-azaspiro[4.5]dec-8-yl)-6-(2,3-dichlorophenyl)-5-methylpyrazin-2-ol N[C@@H]1CCCC12CCN(CC2)C=2C(=NC(=C(N2)C)C2=C(C(=CC=C2)Cl)Cl)O